OC[C@H](C1=CC=CC=C1)NC1=CC(=NC=C1C=1OC(=NN1)C=1C=NC=CC1)NC=1N=CC2=C(N1)C(N(C2=O)C)(C)C (S)-2-((4-((2-hydroxy-1-phenylethyl)amino)-5-(5-(pyridin-3-yl)-1,3,4-oxadiazol-2-yl)pyridin-2-yl)amino)-6,7,7-trimethyl-6,7-dihydro-5H-pyrrolo[3,4-d]pyrimidin-5-one